Ethyl (3S)-3-amino-3-(5-cyclopropyl-2,4,4'-trifluoro-2'-hydroxy-6'-methyl-[1,1'-biphenyl]-3-yl)propanoate hydrochloride Cl.N[C@@H](CC(=O)OCC)C=1C(=C(C=C(C1F)C1CC1)C1=C(C=C(C=C1C)F)O)F